2-bromo-4-fluoro-6-methylphenylamine BrC1=C(C(=CC(=C1)F)C)N